ammonium sulfanilate S(=O)(C1=CC=C(C=C1)N)(=O)[O-].[NH4+]